NC1=NC(=CC(=N1)C(=O)NOCC1=CC=CC=C1)C1=C(C=CC=C1)O 2-amino-N-(benzyloxy)-6-(2-hydroxyphenyl)pyrimidine-4-carboxamide